1-methyl-4-n-pentanoyl-1,2,4-triazole bromide bis(trifluoromethylsulfonyl)imide salt [N-](S(=O)(=O)C(F)(F)F)S(=O)(=O)C(F)(F)F.[Br-].CN1N=CN(C1)C(CCCC)=O